(4-{[(3R,6S)-6-{[4-(2-hydroxyethyl)piperazin-1-yl]methyl}-3,4,5,6-tetrahydro-2H-pyran-3-yl]amino}-7H-pyrrolo[2,3-d]pyrimidin-5-yl)methanone OCCN1CCN(CC1)C[C@@H]1CC[C@H](CO1)NC=1C2=C(N=CN1)NC=C2C=O